6-(fluoromethyl)-2-methylimidazo[1,2-a]pyridine-3-carboxamide FCC=1C=CC=2N(C1)C(=C(N2)C)C(=O)N